3-(3-methyl-2-oxo-4-(3-((1-(piperidin-4-ylmethyl)piperidin-4-yl)oxy)prop-1-yn-1-yl)-2,3-dihydro-1H-benzo[d]imidazol-1-yl)piperidine-2,6-dione CN1C(N(C2=C1C(=CC=C2)C#CCOC2CCN(CC2)CC2CCNCC2)C2C(NC(CC2)=O)=O)=O